S(=O)(=O)(ON1[C@@H]2CC[C@H](N(C1=O)C2)C(NC(=O)C2NC2)=N)O (2S,5R)-2-(N-(aziridine-2-carbonyl) carbamimidoyl)-7-oxo-1,6-diazabicyclo[3.2.1]octan-6-yl hydrogen sulfate